OCC1=CSC2=C1C=C(C=C2C(=O)OC)I Methyl 3-(hydroxymethyl)-5-iodo-benzothiophene-7-carboxylate